COC1=CC=C(C=C1)CC(=O)N1CCC(CC1)N1C(NC2=C1C=CC=C2)=O 1-(1-(2-(4-methoxyphenyl)acetyl)piperidin-4-yl)-1H-benzo[d]imidazol-2(3H)-one